(S)-2,2',6,6'-tetramethoxy-4,4'-bis(diphenylphosphino)-3,3'-bipyridine COC1=NC(=C(C(=C1)P(C2=CC=CC=C2)C3=CC=CC=C3)C4=C(N=C(C=C4P(C5=CC=CC=C5)C6=CC=CC=C6)OC)OC)OC